O=C1CCC(CC1)=C/C=C/C(=O)OCC ethyl (2E)-4-(4-oxocyclohexylidene)but-2-enoate